1-(1-chloropropyl)-4-fluorobenzene ClC(CC)C1=CC=C(C=C1)F